anthracene-1,5-dicarboxylic anhydride C12=CC=CC3=CC=4C(=CC=CC4C=C13)C(=O)OC2=O